O(C1=CC=CC=C1)CCNC1(CCOCC1)C(=O)NC1(CC1)C1=CC=C(C=N1)C(=O)OC Methyl 6-[1-[[4-(2-phenoxyethylamino)tetrahydropyran-4-carbonyl]amino]cyclopropyl]pyridine-3-carboxylate